N-(4-hydroxyphenyl)-3-[6-[(3S)-3-(morpholin-4-ylmethyl)-3,4-dihydro-1H-isoquinoline-2-carbonyl]-1,3-benzodioxol-5-yl]-N-phenyl-5,6,7,8-tetrahydroindolizine-1-carboxamide OC1=CC=C(C=C1)N(C(=O)C=1C=C(N2CCCCC12)C1=CC2=C(OCO2)C=C1C(=O)N1CC2=CC=CC=C2C[C@H]1CN1CCOCC1)C1=CC=CC=C1